OC(C(=O)N1CC2=C(N=C(NC2=O)C2(CC2)C=2SC=CC2)CC1)C=1C=C(C=CC1)C1=CC(=CC=C1)OC(F)(F)F 6-(2-hydroxy-2-(3'-(trifluoromethoxy)-[1,1'-biphenyl]-3-yl)acetyl)-2-(1-(thiophen-2-yl)cyclopropyl)-5,6,7,8-tetrahydropyrido[4,3-d]pyrimidin-4(3H)-one